N,N-dimethyl-2,2-dimethoxy-acetamide CN(C(C(OC)OC)=O)C